C[C@H]1CC[C@H](CN1C(CC1=CC=C(C=C1)C1=CN=CO1)=O)C(=O)OC methyl (3R,6S)-6-methyl-1-(2-(4-(oxazol-5-yl)phenyl)acetyl)piperidine-3-carboxylate